S1C(=NC2=C1C=CC=C2)C(CC2=CC(=CC=C2)\C(\N)=N/O)NS(=O)(=O)C=2C=C(C(=O)NCCCOC)C=CC2 3-[[1-(1,3-benzothiazol-2-yl)-2-[3-[(E)-N'-hydroxycarbamimidoyl]phenyl]ethyl]sulfamoyl]-N-(3-methoxypropyl)benzamide